CN1C(OCC1)=O 3-methyl-2-Oxazolidinone